C1(CCCCC1)N=C=NC1CCCCC1 Dicyclohexyl-Carbodiimide